(E)-2-cyano-3-(4-fluorophenyl)acrylic acid C(#N)/C(/C(=O)O)=C\C1=CC=C(C=C1)F